C1(CC1)C1=NC(=NO1)C1(CCN(CC1)C(=O)N[C@H]1C(CCC[C@@H]1N1CCN(CC1)C(C)C)(F)F)C 4-(5-Cyclopropyl-1,2,4-oxadiazol-3-yl)-N-{(1r,6s)-2,2-difluoro-6-[4-(propan-2-yl)piperazin-1-yl]cyclohexyl}-4-methylpiperidine-1-carboxamide